N-(4-([1,2,4]triazolo[1,5-a]pyridin-7-yloxy)-3-methylphenyl)-5-((3,3-difluoro-1-methylpiperidin-4-yl)oxy)-7-methoxyquinazolin-4-amine N=1C=NN2C1C=C(C=C2)OC2=C(C=C(C=C2)NC2=NC=NC1=CC(=CC(=C21)OC2C(CN(CC2)C)(F)F)OC)C